bis(tridecyl)1,2,3,4-butanetetracarboxylic acid bis(2,2,6,6-tetramethyl-4-piperidyl) ester CC1(NC(CC(C1)OC(=O)CC(C(CC(=O)O)(C(=O)O)CCCCCCCCCCCCC)(C(=O)OC1CC(NC(C1)(C)C)(C)C)CCCCCCCCCCCCC)(C)C)C